2-(2,2-dimethylcyclopropyl)-4,5,6,7-tetrahydro-[1,3]thiazolo[5,4-c]pyridine CC1(C(C1)C=1SC=2CNCCC2N1)C